C(C)S(=O)(=O)OC1=C(C=C(C=C1)NC(NC1=CC(=C(C=C1)OS(=O)(=O)CC)C)=O)C bis-[4-(ethanesulfonyloxy)-3-methyl-phenyl]urea